3-(3-(3-fluoro-5-(trifluoromethyl)phenoxy)azetidin-1-yl)-N-(pyridazin-4-yl)-6-(trifluoromethyl)picolinamide FC=1C=C(OC2CN(C2)C=2C(=NC(=CC2)C(F)(F)F)C(=O)NC2=CN=NC=C2)C=C(C1)C(F)(F)F